ClC1=C(C=CC(=C1)C(F)(F)F)NC=1C(N(C=CN1)C1=CC(=C(OCC(=O)OCC)C(=C1)C)C)=O Ethyl 2-(4-(3-((2-chloro-4-(trifluoromethyl)phenyl)amino)-2-oxopyrazin-1(2H)-yl)-2,6-dimethylphenoxy)acetate